N1(N=CC=C1)C1=NC(=NC(=N1)N1N=CC=C1)NCCC(=O)OCC Ethyl 3-((4,6-di(1H-pyrazol-1-yl)-1,3,5-triazin-2-yl)amino)propanoate